C(#N)C1=CC=C(C=N1)SC1CN(C1)C(=O)OC(C)(C)C tert-Butyl 3-((6-cyanopyridin-3-yl)thio)azetidine-1-carboxylate